NC1=CC=C(C(=C1C1=CC(N2[C@@H](CCC2C1)C(=O)OCC(=O)C1=C(C(=NC=C1)NC(=O)OC)F)=O)F)Cl 2-(3-fluoro-2-((methoxycarbonyl)amino)pyridin-4-yl)-2-oxoethyl (3S)-7-(6-amino-3-chloro-2-fluorophenyl)-5-oxo-1,2,3,5,8,8a-hexahydroindolizine-3-carboxylate